methyl 6-((1-(5-((tert-butoxycarbonyl)amino)pentyl)-5-(hydroxymethyl)-1H-benzo[d]imidazol-2-yl)carbamoyl)picolinate C(C)(C)(C)OC(=O)NCCCCCN1C(=NC2=C1C=CC(=C2)CO)NC(=O)C2=CC=CC(=N2)C(=O)OC